2-(1H-Indazol-4-yl)-6-[[4-(methyl-sulfonyl)-1-piperazinyl]methyl]-4-(4-morpholinyl)thieno[3,2-d]pyrimidine N1N=CC2=C(C=CC=C12)C=1N=C(C2=C(N1)C=C(S2)CN2CCN(CC2)S(=O)(=O)C)N2CCOCC2